C1(CC1)NC(=O)C1=CN=C(O1)O N-cyclopropyl-2-hydroxy-oxazole-5-carboxamide